4-(naphthalene-2-sulfonamido)nicotinic acid C1=C(C=CC2=CC=CC=C12)S(=O)(=O)NC1=CC=NC=C1C(=O)O